2-oxo-2,3-dihydro-1H-pyrrolo[3,2-c]pyridine-6-carboxylate O=C1CC=2C=NC(=CC2N1)C(=O)[O-]